C(#N)C1=CC(=C(C=C1)COC1=CC=CC(=N1)C1=CC(=C(C=C1F)CC=1N(C2=C(N1)C=CC(=C2)C(=O)OC)C2CC21CC1)F)F Methyl 2-[[4-[6-[(4-cyano-2-fluoro-phenyl)methoxy]-2-pyridyl]-2,5-difluoro-phenyl]methyl]-3-spiro[2.2]pentan-2-yl-benzimidazole-5-carboxylate